fluorocyclobutanamine hydrochloride Cl.FC1(CCC1)N